fluorosulfonyl-tyrosine FS(=O)(=O)N[C@@H](CC1=CC=C(C=C1)O)C(=O)O